3-Aminopropyl(propoxydimethylsilan) NCCC[Si](C)(C)OCCC